3-(4-acryloylpiperazin-1-yl)-N-(3,3-difluorocyclobutyl)pyrazine-2-carboxamide C(C=C)(=O)N1CCN(CC1)C=1C(=NC=CN1)C(=O)NC1CC(C1)(F)F